2-(9Z-octadecanoyl)-sn-glycero-3-phosphoethanolamine C(CCCCCCCCCCCCCCCCC)(=O)O[C@H](CO)COP(=O)(O)OCCN